(5S)-1-benzoyl-5-tert-butyloxy-piperidine-2,2-dicarboxylic acid diethyl ester C(C)OC(=O)C1(N(C[C@H](CC1)OC(C)(C)C)C(C1=CC=CC=C1)=O)C(=O)OCC